5-(((Trans-3-(4-(3-(azetidin-3-yl)pyridin-2-yl)-3-cyclopropyl-1H-pyrazol-1-yl)cyclobutyl)methyl)amino)-2-(2,6-dioxopiperidin-3-yl)isoindoline-1,3-dione N1CC(C1)C=1C(=NC=CC1)C=1C(=NN(C1)[C@@H]1C[C@H](C1)CNC=1C=C2C(N(C(C2=CC1)=O)C1C(NC(CC1)=O)=O)=O)C1CC1